C(N)(OC1(CC1)CNC(C1=CC=CC=C1)C1=CC=CC=C1)=O (1-(((benzhydryl) amino) methyl) cyclopropyl) carbamate